Cl.C12(CCC(CC1)C2)N (1r,4r)-bicyclo[2.2.1]heptan-1-amine hydrochloride